C(=O)[C@@H]1CC[C@H](CC1)N1C(N=C(C=C1)NC(=O)N1CCN(CC1)C(C(C)(C)NC(OC(C)(C)C)=O)=O)=O trans-tert-butyl (1-(4-((1-(4-formylcyclohexyl)-2-oxo-1,2-dihydropyrimidin-4-yl)carbamoyl) piperazin-1-yl)-2-methyl-1-oxopropan-2-yl)carbamate